ClC=1C=C(C=C(C1)NS(=O)(=O)CC)NC(=O)C1=CN(C(=C1)C1=NC=C(C=C1OCC1=CC(=CC(=C1)F)F)F)C N-(3-chloro-5-(ethylsulfonamido)phenyl)-5-(3-((3,5-difluorobenzyl)oxy)-5-fluoropyridin-2-yl)-1-methyl-1H-pyrrole-3-carboxamide